8-(5-fluoro-3-methyl-1H-indol-7-yl)-1,4,4,9-tetramethyl-5H-[1,2,4]triazolo[4,3-a]quinoxaline FC=1C=C2C(=CNC2=C(C1)C1=CC=C2NC(C=3N(C2=C1C)C(=NN3)C)(C)C)C